C(=C)C1=C(C=CC=C1)C(C)=O 1-(2-vinylphenyl)ethanone